C(C(O)C)(=O)OCCCCCCCCCCCCCCCCCCCC eicosyl lactate